CC=1C=C(C=NC1)C1=NC(=CC=C1)C(=O)NC=1C(=NN(C1)C)C1=NC=C(C=C1)N1CCN(CC1)C 5'-methyl-N-(1-methyl-3-(5-(4-methylpiperazin-1-yl)pyridin-2-yl)-1H-pyrazol-4-yl)-[2,3'-bipyridine]-6-carboxamide